[Cl-].[Cl-].C1(=CC=CC=C1)P.C1(=CC=CC=C1)P.C1(=CC=CC=C1)P.[Pt] platinum (0) tris(phenylphosphine) dichloride